C(C)(C)(C)OC(NCC1=C(C(=CC=C1)Cl)B1OC(C(O1)(C)C)(C)C)=O tert-butyl[3-chloro-2-(4,4,5,5-tetramethyl-1,3,2-dioxaborolan-2-yl)benzyl]carbamate